ClC1=C(C(=CC=C1Cl)F)C1(CNCC1)NC=1C=C2C(N(C=NC2=CC1)C1CCOCC1)=O 6-{[3-(2,3-dichloro-6-fluorophenyl)pyrrolidin-3-yl]amino}-3-(oxan-4-yl)quinazolin-4-one